2-oxo-N-(1H-pyrazolo[4,3-c]pyridin-7-yl)-2-[rac-(5R)-2-(1,3-benzothiazol-5-yl)-5-methyl-4-(1-methylcyclopropanecarbonyl)piperazin-1-yl]acetamide O=C(C(=O)NC=1C2=C(C=NC1)C=NN2)N2C(CN([C@@H](C2)C)C(=O)C2(CC2)C)C=2C=CC1=C(N=CS1)C2 |r|